C(C1=C(C(=CC(=C1)CCCCCCCCC)C(C1=CC=CC=C1)C)O)C1=C(C(=CC(=C1)CCCCCCCCC)C(C1=CC=CC=C1)C)O 2,2'-methylene-bis[6-(alpha-methylbenzyl)-4-nonyl-phenol]